C(#N)C1=CC(=CC2=C1SC(=C2)C=2SC(=C(N2)C)C(=O)OCC)OCC(C)=O Ethyl 2-(7-cyano-5-(2-oxopropoxy) benzo[b]thiophen-2-yl)-4-methylthiazole-5-carboxylate